NC1=CC(=C(C#N)C=C1)CCN1CCOCC1 4-amino-2-(2-morpholinoethyl)benzonitrile